ClC=1C=C2C(=NC1)[C@]1([C@@](O2)([C@@H]([C@H](C1=O)C(=O)OC)C1=CC=CC=C1)C1=CC=C(C=C1)C)O |r| rac-methyl (5aR,6S,7R,8aR)-3-chloro-8a-hydroxy-8-oxo-6-phenyl-5a-(p-tolyl)-5a,7,8,8a-tetrahydro-6H-cyclopenta[4,5]furo[3,2-b]pyridine-7-carboxylate